FC(C1=NN(C=C1C(=O)NC1=C(C=CC=C1)C1=CC=C(C=C1)C=1SC(=CC1)C1=CC=CC=C1)C)F (E)-3-(difluoromethyl)-1-methyl-N-(4'-(5-phenylthiophen-2-yl)-[1,1'-biphenyl]-2-yl)-1H-pyrazole-4-carboxamide